C(C)(C)(C)OP(=O)(Cl)Cl t-butyldichlorophosphoric acid